C(C)OC(=O)C=1NC2=CC=CC(=C2C1)OC(F)F 4-(difluoromethoxy)-1H-indole-2-carboxylic acid ethyl ester